3-(2-hydroxyethyl)-7-(4-methoxybenzyl)-1-(trifluoromethyl)-6,7-dihydroimidazo[1,5-a]pyrazin-8(5H)-one OCCC1=NC(=C2N1CCN(C2=O)CC2=CC=C(C=C2)OC)C(F)(F)F